C(CCC(=O)O)(=O)O.C(=CCCCCCC)[Na] octen-1-yl-sodium succinate